C1(=CC=CC=C1)[C@H]1CC[C@H](CC1)OC[C@@H]1N(CCC[C@@H]1C1=NNC=C1)C(=O)OCC(F)(F)F 2,2,2-trifluoroethyl (CIS)-2-((((CIS)-4-phenylcyclohexyl)oxy)methyl)-3-(1H-pyrazol-3-yl)piperidine-1-carboxylate